C(C)(C)(C)OC(N(C)C(CC1=CC2=C(OCO2)C=C1)C)=O.ClC1=C(C=CC=C1)C1=C(C(=CC=C1)NC(C=C)=O)F N-(2'-chloro-2-fluoro-[1,1'-biphenyl]-3-yl)acrylamide tert-Butyl-N-[2-(1,3-benzodioxol-5-yl)-1-methyl-ethyl]-N-methyl-carbamate